manganese carbonate zinc [Zn+2].C([O-])([O-])=O.[Mn+2].C([O-])([O-])=O